NC1=NC=C(C=N1)CC1CC2(CN(C2)C(=O)OC(C)(C)C)C1 tert-butyl 6-[(2-aminopyrimidin-5-yl)methyl]-2-azaspiro[3.3]heptane-2-carboxylate